FC(COC=1C(=NC(=NC1)N(CC1=CC=C(C=C1)OC)CC1=CC=C(C=C1)OC)OC)F 5-(2,2-difluoroethoxy)-4-methoxy-N,N-bis[(4-methoxyphenyl)methyl]Pyrimidin-2-amine